Cl.Cl.NC1(CCC1)C1=CC=C(C=C1)C1=NC=2C=CN3C(C2C=C1C1=CC=CC=C1)=NNC3=O 8-[4-(1-Aminocyclobutyl)phenyl]-9-phenyl[1,2,4]triazolo[3,4-f][1,6]naphthyridin-3(2H)-one dihydrochloride